2-(3-methoxy-4-[1,2,3]triazol-2-yl-phenyl)-ethylamine hydrochloride Cl.COC=1C=C(C=CC1N1N=CC=N1)CCN